N,N'-bis(3-bromo-4-nitrobenzoyl)cyclohexane-1,2-diamine BrC=1C=C(C(=O)NC2C(CCCC2)NC(C2=CC(=C(C=C2)[N+](=O)[O-])Br)=O)C=CC1[N+](=O)[O-]